C1(CCCCC1)OC1=CC=C(C(=O)NCC(=O)N2[C@H]3C[C@]3(C[C@H]2C(=O)O)C)C=C1 (1S,3S,5S)-2-((4-(cyclohexyloxy)benzoyl)glycyl)-5-methyl-2-azabicyclo[3.1.0]hexane-3-carboxylic acid